CC1=C(C(=O)C2=CNC3=NC=CC(=C32)NC3CCC(CC3)C(=O)O)C=CC(=C1)OC1=CC=CC=C1 (1r,4r)-4-((3-(2-methyl-4-phenoxybenzoyl)-1H-pyrrolo[2,3-b]pyridin-4-yl)amino)cyclohexane-1-carboxylic acid